3-hexyl-nonyl-8-(N-decyl-5-(dimethylamino)pentanamido)octadecenoic acid C(CCCCC)C(CCC(C(=O)O)=CCCCCC(CCCCCCCCCC)N(C(CCCCN(C)C)=O)CCCCCCCCCC)CCCCCC